ClC1=C(C=CC(=C1)F)CC#N 2-(2-chloro-4-fluorophenyl)acetonitrile